NC(CCN1N=C(C=C1C(=O)O)C(F)F)=O 1-(3-amino-3-oxopropyl)-3-(difluoromethyl)-1H-pyrazole-5-carboxylic acid